NC=1N(N=C2C1N=C(C=C2C=O)Cl)COCC[Si](C)(C)C 3-amino-5-chloro-2-((2-(trimethylsilyl)ethoxy)methyl)-2H-pyrazolo[4,3-b]pyridine-7-carbaldehyde